CC(S(=O)(=O)O)C1(CC1)OC=1C=NC2=CC=C(C=C2C1)Br.C(C1CO1)OC1=CC=C(C=C1)C(C)(C)C1=CC=C(C=C1)OCC1CO1 2,2-Bis(4-glycidoxyphenyl)propane methyl-(1-((6-bromoquinolin-3-yl)oxy)cyclopropyl)methanesulfonate